benzyl (S)-2-((((((di-tert-butoxyphosphoryl)oxy)methoxy)carbonyl)amino)methyl)pyrrolidine-1-carboxylate C(C)(C)(C)OP(=O)(OC(C)(C)C)OCOC(=O)NC[C@H]1N(CCC1)C(=O)OCC1=CC=CC=C1